C(C1=CC=CC=C1)(=O)C1(N(CC2=CC(=CC=C12)OC)OC)O 3-benzoyl-3-hydroxy-2,6-dimethoxyisoindole